BrC=1N=C(SC1)C(C(=O)OC(C)(C)C)C#N tert-Butyl 2-(4-bromothiazol-2-yl)-2-cyanoacetate